5-((2-(difluoromethoxy)pyridin-3-yl)methoxy)-2-methylbenzofuran-3-carboxylic acid FC(OC1=NC=CC=C1COC=1C=CC2=C(C(=C(O2)C)C(=O)O)C1)F